5-trifluoromethyl-2',3'-dideoxyuridine-5'-triphosphate P(O)(=O)(OP(=O)(O)OP(=O)(O)O)OC[C@@H]1CC[C@@H](O1)N1C(=O)NC(=O)C(=C1)C(F)(F)F